N'-((3-(1-isobutylpiperidin-4-yl)-1H-pyrazol-4-yl)methyl)-N1,N2-dimethylethane-1,2-diamine trifluoroacetate FC(C(=O)O)(F)F.C(C(C)C)N1CCC(CC1)C1=NNC=C1CN(CCNC)C